6-fluoro-N'-hydroxy-pyridine-2-carboxamidine FC1=CC=CC(=N1)C(=NO)N